10-(3-((2-((5-Fluoropyridin-2-yl)amino)-5-(methylcarbamoyl)pyridin-4-yl)amino)-2-methoxybenzamido)decanoic acid FC=1C=CC(=NC1)NC1=NC=C(C(=C1)NC=1C(=C(C(=O)NCCCCCCCCCC(=O)O)C=CC1)OC)C(NC)=O